OC=1C=C(C=CC1OC)C=CC#N 3-(3-hydroxy-4-methoxyphenyl)acrylonitrile